C(C)OC(=O)C1=NC(=NC(=C1C1OCCO1)C=1C=NC(=CC1)C(F)(F)F)C1=CC(=NC=C1)C(F)(F)F ethyl-5-(1,3-dioxolan-2-yl)-6-(6-(trifluoromethyl)pyridin-3-yl)-2-(2-(trifluoromethyl)pyridin-4-yl)pyrimidine-4-carboxylate